p-Heptylphenol CCCCCCCC1=CC=C(C=C1)O